CC1(CC2C(CCCC2=CC1C)(C)C)C(C)=O 1-(1,2,3,5,6,7,8,8a-octahydro-2,3,8,8-tetramethyl-2-naphthyl)-ethanone